1-(5-(4-amino-7-(1-methyl-pyrrolidin-3-yl)-7H-pyrrolo-[2,3-d]pyrimidin-5-yl)imidazo-[1,2-a]pyridin-8-yl)-3-(5-(1-(trifluoromethyl)cyclopropyl)-isoxazol-3-yl)urea NC=1C2=C(N=CN1)N(C=C2C2=CC=C(C=1N2C=CN1)NC(=O)NC1=NOC(=C1)C1(CC1)C(F)(F)F)C1CN(CC1)C